[1,3-bis(2,4,6-trimethylphenyl)-2-imidazolidinylidene]bis(2-bromopyridine) CC1=C(C(=CC(=C1)C)C)N1C(N(CC1)C1=C(C=C(C=C1C)C)C)(C=1C(=NC=CC1)Br)C=1C(=NC=CC1)Br